NC1=C(C=C(C=N1)NC(C(=O)N1C(CCC(C1)C)C=1C=C2C=CC(NC2=CC1)=O)=O)C rac-N-(6-amino-5-methyl-3-pyridyl)-2-[5-methyl-2-(2-oxo-1H-quinolin-6-yl)-1-piperidyl]-2-oxo-acetamide